C(C)O/C=C/C1=CC(=C(C=C1)C1=C2C=C(NC2=C(C(=C1)C1=CCCN(C1)C(CCN1N=NC=C1)=O)F)C(=O)N(C)C)OC 4-[4-[(E)-2-ethoxyvinyl]-2-methoxy-phenyl]-7-fluoro-N,N-dimethyl-6-[1-[3-(triazol-1-yl)propanoyl]-3,6-dihydro-2H-pyridin-5-yl]-1H-indole-2-carboxamide